tert-Butyl 3-(2-(2,6-dioxopiperidin-3-yl)-1-oxoisoindolin-5-yl)-8-azabicyclo[3.2.1]oct-2-ene-8-carboxylate O=C1NC(CCC1N1C(C2=CC=C(C=C2C1)C1=CC2CCC(C1)N2C(=O)OC(C)(C)C)=O)=O